BrC1=NN(C(=C1C#N)N(C)C(=O)OC(C)(C)C)[C@H]1C[C@@H](N(C1)C(=O)OC(C)(C)C)COC tert-butyl (2R,4S)-4-[3-bromo-5-[(tert-butoxycarbonyl)(methyl)amino]-4-cyanopyrazol-1-yl]-2-(methoxymethyl)pyrrolidine-1-carboxylate